FC(C1=CC=C(C=C1)N1CC(CC2=CC=CN=C12)NC(C=C)=O)(F)F N-(1-(4-(trifluoromethyl)phenyl)-1,2,3,4-tetrahydro-1,8-naphthyridin-3-yl)acrylamide